2-(4-(4-(8-(3,5-difluoro-4-(morpholinomethyl)phenyl)quinoxalin-2-yl)-1H-pyrazol-1-yl)piperidin-1-yl)-N-(2-((2-(2,6-dioxopiperidin-3-yl)-1,3-dioxoisoindolin-4-yl)amino)ethyl)acetamide FC=1C=C(C=C(C1CN1CCOCC1)F)C=1C=CC=C2N=CC(=NC12)C=1C=NN(C1)C1CCN(CC1)CC(=O)NCCNC1=C2C(N(C(C2=CC=C1)=O)C1C(NC(CC1)=O)=O)=O